1-(4-(7-(6-amino-3-(trifluoromethyl)pyridin-2-yl)-6-chloro-2-((1-methylazetidin-2-yl)methoxy)quinazolin-4-yl)piperazin-1-yl)prop-2-en-1-one NC1=CC=C(C(=N1)C1=C(C=C2C(=NC(=NC2=C1)OCC1N(CC1)C)N1CCN(CC1)C(C=C)=O)Cl)C(F)(F)F